3-cyano-N-(2-((1R,4r)-4-(4-(1-(4-((R)-2,6-dioxopiperidin-3-yl)-3,5-difluorophenyl)azetidin-3-yl)piperazin-1-yl)cyclohexyl)-6-isopropyl-2H-indazol-5-yl)pyrrolol C(#N)C1=C(N(C=C1)C1=CC2=CN(N=C2C=C1C(C)C)C1CCC(CC1)N1CCN(CC1)C1CN(C1)C1=CC(=C(C(=C1)F)[C@@H]1C(NC(CC1)=O)=O)F)O